(3ar,6as)-2-benzyl-5-(2,2-difluoroethyl)octahydropyrrolo[3,4-c]pyrrole C(C1=CC=CC=C1)N1C[C@H]2CN(C[C@H]2C1)CC(F)F